BrC1=NC(=CC=C1)C=1CCCN1 2-Bromo-6-(3,4-dihydro-2H-pyrrol-5-yl)pyridine